NC=1C(=NC=CC1)C(=O)O 3-amino2-picolinic acid